2-Chloro-5-{[(3-hydroxy-2,2-dimethylpropanoyl)amino]methyl}-N-(1-methyl-1H-indazol-4-yl)benzamide ClC1=C(C(=O)NC2=C3C=NN(C3=CC=C2)C)C=C(C=C1)CNC(C(CO)(C)C)=O